6'-methyl-2'-(4-((4-(methylsulfonyl)piperidin-1-yl)methyl)phenyl)-1'-phenyl-3',6'-dihydro-7'H-spiro[cyclohexane-1,8'-dipyrrolo[2,3-b:3',2'-d]pyridin]-7'-one CN1C(C2(C3=C4C(=NC=C31)NC(=C4C4=CC=CC=C4)C4=CC=C(C=C4)CN4CCC(CC4)S(=O)(=O)C)CCCCC2)=O